C(CCC(=O)O)CC(=O)O.ClC1=C(C=CC=C1C=1C=NC(=CC1)N1C2(CC2)COC1=O)C1C(NC(CC1)=O)=O 3-(2-chloro-3-(6-(5-oxo-6-oxa-4-azaspiro[2.4]heptan-4-yl)pyridin-3-yl)phenyl)piperidine-2,6-dione EthyleneDiacetate